C(CCC)C=1C=C(C(=C(C1)O)C1C(CCC(=C1)C)C(=C)C)O 4-butyl-5'-methyl-2'-(prop-1-en-2-yl)-1',2',3',4'-tetrahydro-[1,1'-biphenyl]-2,6-diol